ClC=1C=C(C=CC1)C1=C2C(=NC=C1)NN=C2C2CC2 4-(3-chlorophenyl)-3-cyclopropyl-1H-pyrazolo[3,4-b]pyridine